Phenyl [2-(3-{4-[(4-hydroxyphenyl)(methyl)carbamoyl]-1,5-dimethyl-1H-pyrrol-2-yl}-4-{[(3R)-3-methyl-3,4-dihydroisoquinolin-2(1H)-yl]carbonyl}-phenyl)ethyl]carbamate OC1=CC=C(C=C1)N(C(=O)C=1C=C(N(C1C)C)C=1C=C(C=CC1C(=O)N1CC2=CC=CC=C2C[C@H]1C)CCNC(OC1=CC=CC=C1)=O)C